NC1=C(C(=O)NC(C)C)C=C(C=N1)C1=C(C=C(C=C1)NC([C@@H](C1=CC(=CC=C1)C(F)(F)F)O)=O)C (R)-2-amino-5-(4-(2-hydroxy-2-(3-(trifluoromethyl)phenyl)acetamido)-2-methylphenyl)-N-isopropylnicotinamide